(2R,3R,4S,5S)-3-(3,4-difluoro-2-methoxy-phenyl)-5-isopropyl-4-methyl-tetrahydrofuran FC=1C(=C(C=CC1F)[C@@H]1CO[C@H]([C@H]1C)C(C)C)OC